(7-(3-fluoro-4-(trifluoro-methyl)phenoxy)-3,4-dihydroisoquinolin-2(1H)-yl)(pyrrolidin-3-yl)methanone FC=1C=C(OC2=CC=C3CCN(CC3=C2)C(=O)C2CNCC2)C=CC1C(F)(F)F